Cl.FC1=C2C=NN(C2=CC=C1N1C(N(C=C1)C=1N(N=C2C1[C@@H](NCC2)C)C2=CC(=C(C(=C2)C)F)C)=O)C (S)-1-(4-fluoro-1-methyl-1H-indazole-5-yl)-3-(2-(4-fluoro-3,5-dimethylphenyl)-4-methyl-4,5,6,7-tetrahydro-2H-pyrazolo[4,3-c]pyridine-3-yl)-1,3-dihydro-2H-imidazol-2-one hydrochloride